[Cl-].C(CCCCCCCCCCCCCCC)OCC[NH+]1C(N(CC1)CCO)CCCCCCCCCCCCCCC 1-[2-(hexadecyloxy)ethyl]-2-pentadecyl-3-(2-hydroxyethyl)imidazolinium chloride